4-((5-(1,6-dimethyl-1H-pyrazolo[3,4-b]pyridin-4-yl)-3-methyl-4,5,6,7-tetrahydro-1H-pyrazolo[4,3-c]pyridin-1-yl)methyl)-N,N-bis(2-methoxyethyl)bicyclo[2.2.2]octan-1-amine CN1N=CC=2C1=NC(=CC2N2CC1=C(CC2)N(N=C1C)CC12CCC(CC1)(CC2)N(CCOC)CCOC)C